NC1=C(C=CC=C1)C1=NC(=NC=C1)NC1=CC=C(C(=O)O)C=C1 4-((4-(2-aminophenyl)pyrimidin-2-yl)amino)benzoic acid